(3-(2-(2,6-Dimethylpyridin-4-yl)-3-isopropyl-1H-indol-5-yl)piperidin-1-yl)(1-methylcyclopropyl)methanon CC1=NC(=CC(=C1)C=1NC2=CC=C(C=C2C1C(C)C)C1CN(CCC1)C(=O)C1(CC1)C)C